C(C1=CC=CC=C1)NC(C(F)(F)F)=O N-benzyl-trifluoroacetamide